perfluoropelargonic acid FC(C(=O)O)(C(C(C(C(C(C(C(F)(F)F)(F)F)(F)F)(F)F)(F)F)(F)F)(F)F)F